Racemic-7-isopropoxy-2-((1R,4S)-1-methyl-2-oxabicyclo[2.2.1]hept-4-yl)-N-(2-oxo-1-(spiro[2.2]pent-1-yl)-1,2-dihydropyridin-3-yl)imidazo[1,2-a]pyrimidine-6-carboxamide C(C)(C)OC1=NC=2N(C=C1C(=O)NC=1C(N(C=CC1)[C@@H]1CC13CC3)=O)C=C(N2)[C@]23CO[C@](CC2)(C3)C |&1:19|